2-[3-ethylsulfonyl-5-(trifluoromethyl)-2-pyridyl]-6-(trifluoromethyl)-3H-pyrrolo[3,4-c]pyridin-1-one C(C)S(=O)(=O)C=1C(=NC=C(C1)C(F)(F)F)N1CC=2C=NC(=CC2C1=O)C(F)(F)F